C(#N)[C@H](C[C@H]1C(NCC1)=O)NC([C@H](CC(C)C)NC(CCC1=CC(=CC(=C1)F)F)=O)=O (S)-N-((S)-1-cyano-2-((S)-2-oxopyrrolidin-3-yl)ethyl)-2-(3-(3,5-difluorophenyl)propanamido)-4-methyl-pentanamide